C(C)OC(=O)N1C2COCC1CC(C2)N2CCC(CC2)C(=O)OCC 7-[4-(ethoxycarbonyl)piperidin-1-yl]-3-oxa-9-azabicyclo[3.3.1]nonane-9-carboxylic acid ethyl ester